N-(m-nitrophenyl)benzothiazolium [N+](=O)([O-])C=1C=C(C=CC1)[N+]1=CSC2=C1C=CC=C2